1-BENZYL-2-CHLORO-1H-IMIDAZOLE-5-CARBALDEHYDE C(C1=CC=CC=C1)N1C(=NC=C1C=O)Cl